2,2'-bis(dicyclohexylphosphinomethylene)-1,1'-biphenyl C1(CCCCC1)P(C1CCCCC1)C=C1C(C=CC=C1)=C1C(C=CC=C1)=CP(C1CCCCC1)C1CCCCC1